((3-methyloxetan-3-yl)methyl)-8-azabicyclo[3.2.1]octan-3-amine CC1(COC1)CC12CC(CC(CC1)N2)N